C(C)OC(CCC=1SC(=CN1)CCl)=O 3-(5-(Chloromethyl)thiazol-2-yl)propionic acid ethyl ester